(R)-[4-({5-chloro-4-[(7S)-7-methyl-5-oxa-8-azaspiro[3.5]nonan-8-yl]pyrimidin-2-yl}amino)phenyl](imino)methyl-λ6-sulfanone ClC=1C(=NC(=NC1)NC1=CC=C(C=C1)[SH2](=O)C=N)N1[C@H](COC2(CCC2)C1)C